1-((3-Cyanobicyclo[1.1.1]pentan-1-yl)methyl)-N-((S)-(4,4-difluorocyclohexyl)(5-((R)-1-(4,4,4-trifluorobutanamido)ethyl)-1H-benzo[d]imidazol-2-yl)methyl)-1H-1,2,3-triazole-4-carboxamide C(#N)C12CC(C1)(C2)CN2N=NC(=C2)C(=O)N[C@H](C2=NC1=C(N2)C=CC(=C1)[C@@H](C)NC(CCC(F)(F)F)=O)C1CCC(CC1)(F)F